C(N)(O[C@@H]1C[C@H](CC1)N)=O ((1S,3S)-3-aminocyclopentyl) carbamate